C(C)C=1OC2=C(N1)C1=C(C=C2OC)SC(=C1)C(CCC(=O)O)=O 4-(2-ethyl-4-methoxythieno[2',3':5,6]benzo[1,2-d]oxazol-7-yl)-4-oxobutanoic acid